FC=1C=C(C(=O)O)C=CC1NC([C@@H](C1=CC=2C(CCC(C2C=C1)(C)C)(C)C)O)=O 3-fluoro-4-[(R)-2-hydroxy-2-(5,5,8,8-tetramethyl-5,6,7,8-tetrahydro-naphthalen-2-yl)-acetamido]benzoic acid